C1(CC1)CNCC1=NN=C(O1)C=1N(C=2C=CC=C(C2C1)N[C@@H]1[C@@H](CN(CC1)C)F)CC(F)(F)F |r| (+/-)-2-(5-{[(cyclopropyl-methyl)amino]methyl}-1,3,4-oxadiazol-2-yl)-N-[(3R,4S)-3-fluoro-1-methylpiperidin-4-yl]-1-(2,2,2-trifluoroethyl)-1H-indol-4-amine